NC=1C2=C(N=C(N1)C)C=CC(=N2)C=2C=C(C=CC2)C#C[C@](C)(O)C=2N=CSC2 (S)-4-[3-(4-Amino-2-methyl-pyrido[3,2-d]pyrimidin-6-yl)phenyl]-2-thiazol-4-yl-but-3-yn-2-ol